COC=1C=C(CNC(=S)N)C=CC1 1-(3-methoxybenzyl)thiourea